FC=1C=C(C=CC1F)CC(C(=O)N[C@@H](C(C)C)C(=O)N[C@H](CCC(=O)OCC)C(=O)OCC)C Diethyl (3-(3,4-difluorophenyl)-2-methylpropanoyl)-L-valyl-D-glutamate